4-(1-(2-fluorophenyl)ethoxy)-5-(methylcarbamoyl)-1H-pyrrole-2-carboxylic acid FC1=C(C=CC=C1)C(C)OC=1C=C(NC1C(NC)=O)C(=O)O